CC(C)S(=O)(=O)OC1=C(C=CC=C1)NC(=O)NC1=C(C=CC=C1)OS(=O)(=O)C(C)C N,N'-di-[2-(2-propanesulfonyloxy)phenyl]urea